2-(1H-imidazol-1-yl)-5-vinylpyridine N1(C=NC=C1)C1=NC=C(C=C1)C=C